R-Ethyl Nipecotate N1C[C@H](C(=O)OCC)CCC1